NCCCC(=O)N[C@@H](CC1=CNC=N1)C(=O)O γ-aminobutyryl-histidine